Cl.C12C(C3CC(CC(C1)C3)C2)(C2=CC=C(C=C2)OCCCCCCCN)C2=CC=C(C=C2)OCCCCCCCN 7,7'-((((1r,3r)-adamantane-2,2-diyl)bis(4,1-phenylene))bis(oxy))bis(heptane-1-amine) hydrochloride